1,1,2,2-tetrafluoro-2-(2-(2-fluoroethoxy)ethoxy)ethane FC(C(OCCOCCF)(F)F)F